ClC=1C=C(C=CC1C#N)C1N(CCC(C1)=O)C(=O)OCC1=CC=CC=C1 benzyl 2-(3-chloro-4-cyanophenyl)-4-oxopiperidine-1-carboxylate